CC1=CC=C(C=C1)S(=O)(=O)N[C@@H](C)C(=O)OC1=CNC2=CC=CC=C12 3-(N-p-toluenesulfonyl-L-alanyloxy)indole